CN(C(=O)[C@@H]1C[C@@H](CN1)SC1=C(N2C([C@@H]([C@H]2[C@H]1C)[C@@H](C)NC=N)=O)C(=O)O)C (4R,5S,6R)-3-((3S,5S)-5-(Dimethylcarbamoyl)pyrrolidin-3-ylthio)-6-((R)-1-formimidamidoethyl)-4-methyl-7-oxo-1-azabicyclo[3.2.0]hept-2-ene-2-carboxylic acid